BrC1=C(C=2C(=NC=C3C2C2(CCN(CC2)C(=O)OC(C)(C)C)C(N3C)=O)N1S(=O)(=O)C1=CC=CC=C1)C=1C=C3C=NN(C3=CC1)C tert-Butyl 2-bromo-6-methyl-1-(1-methyl-1H-indazol-5-yl)-7-oxo-3-(phenylsulfonyl)-6,7-dihydro-3H-spiro[dipyrrolo[2,3-b:3',2'-d]pyridine-8,4'-piperidine]-1'-carboxylate